N,2-dimethyl-N-(1,2-dimethylindol-5-yl)quinolin-4-amine CN(C1=CC(=NC2=CC=CC=C12)C)C=1C=C2C=C(N(C2=CC1)C)C